6-methoxy-4-(1H-tetrazol-5-yl)pyridin-2-amine COC1=CC(=CC(=N1)N)C1=NN=NN1